6-(5-Chloro-2-((2,4-difluoro-5-((methylsulfonyl)methyl)phenyl)amino)pyrimidin-4-yl)-4,4-Dimethyl-3,4-dihydroisoquinolin ClC=1C(=NC(=NC1)NC1=C(C=C(C(=C1)CS(=O)(=O)C)F)F)C=1C=C2C(CN=CC2=CC1)(C)C